ClC1=NC2=C(C(=CN=C2C=C1)[N+](=O)[O-])C(C)OC 2-chloro-8-(1-methoxyethyl)-7-nitro-1,5-naphthyridine